CN1N=CC=C1OCC1=CC=CC=C1 1-methyl-5-benzyloxypyrazol